3-[tris(2-methoxyethoxy)silyl]propan-1-amine COCCO[Si](CCCN)(OCCOC)OCCOC